N-methyl-[1,4'-bipiperidine]-4-carboxamide CNC(=O)C1CCN(CC1)C1CCNCC1